OC(CCCCOC(C1=CC=CC=C1)=O)O.O(P(O)(=O)OP(=O)(O)O)C\C=C(/C)\CCC=C(C)C geranyl pyrophosphate dihydroxyamyl-benzoate